C[C@@H](C(=O)CC(=O)C(=O)[O-])O The molecule is a carbohydrate acid anion that is the conjugate base of 2,4-didehydro-3-deoxy-L-rhamnonic acid, obtained by deprotonation of the carboxy group; major species at pH 7.3. It is a conjugate base of a 2,4-didehydro-3-deoxy-L-rhamnonic acid.